CC1N(CCC1)C1=CC2=C(C=N1)CNC2=O 6-(2-methylpyrrolidin-1-yl)-1-oxo-2,3-dihydro-1H-pyrrolo[3,4-c]pyridine